Tetrabutyl-ammonium hydrogensulfate S(=O)(=O)(O)[O-].C(CCC)[N+](CCCC)(CCCC)CCCC